CS(=O)(=O)C1=CC=C(C=C1)C=1N=C2SC(=NN2C1)NC1CCN(CC1)C(=O)OC(C)C isopropyl 4-((6-(4-(methylsulfonyl)phenyl)imidazo[2,1-b][1,3,4]thiadiazol-2-yl)amino)piperidine-1-carboxylate